C[C@@H]1CN(C[C@@H](O1)C)C(=O)C1=C(N=C(S1)C1=C(C(=C(C(=C1)F)F)O)F)C ((2r,6s)-2,6-dimethylmorpholinyl)(4-methyl-2-(2,4,5-trifluoro-3-hydroxyphenyl)thiazol-5-yl)methanone